N1(C=NC=C1)C=1C=C(C(=O)NC2(CCNCC2)C)C=CN1 2-(1H-imidazol-1-yl)-N-(4-methylpiperidin-4-yl)isonicotinamide